N-{(2S,3R,4S)-4-fluoro-2-[(2-fluoro[1,1'-biphenyl]-3-yl)methyl]-1-[(2R)-oxolane-2-carbonyl]pyrrolidin-3-yl}ethanesulfonamide F[C@@H]1[C@@H]([C@@H](N(C1)C(=O)[C@@H]1OCCC1)CC=1C(=C(C=CC1)C1=CC=CC=C1)F)NS(=O)(=O)CC